C(C=C)OCC(C)(O)C1=CC=CC=C1 1-(allyloxy)-2-phenylpropan-2-ol